(2-(difluoromethyl)-4-(6-(1-methyl-1H-pyrazol-4-yl)pyrrolo[2,1-f][1,2,4]triazin-4-yl)phenyl)methanamine hydrochloride Cl.FC(C1=C(C=CC(=C1)C1=NC=NN2C1=CC(=C2)C=2C=NN(C2)C)CN)F